methylenedi-o-tolyl isocyanate C(C1=C(C(=CC=C1)C)N=C=O)C1=C(C(=CC=C1)C)N=C=O